O[C@H](C(C(C)=O)=O)CO (S)-4,5-Dihydroxy-2,3-pentandione